N-Acetyl-3-(3,4-dimethoxyphenyl)-D-alanine C(C)(=O)N[C@H](CC1=CC(=C(C=C1)OC)OC)C(=O)O